2,4,5-triiodoimidazole IC=1NC(=C(N1)I)I